CCC(OC)OC Dimethoxypropane